methyl 1-(2-bromo-4-chlorophenyl)-1H-pyrazole-3-carboxylate BrC1=C(C=CC(=C1)Cl)N1N=C(C=C1)C(=O)OC